C1(CC1)C=1C(=NC=C(C1)NC(C(=O)N1[C@H](CC[C@@H](C1)C)C=1C=CC2=C(N=C(S2)CCOC)C1)=O)NC(OC(C)(C)C)=O tert-butyl N-[3-cyclopropyl-5-[[2-[(2R,5S)-2-[2-(2-methoxyethyl)-1,3-benzothiazol-5-yl]-5-methyl-1-piperidyl]-2-oxo-acetyl]amino]-2-pyridyl]carbamate